2-hydroxy-methylethyl acrylate C(C=C)(=O)OC(CO)C